1,1-dimethylpiperazin-1-ium chloride [Cl-].C[N+]1(CCNCC1)C